C(C1=CC=CC=C1)N1CC=CC=C1Cl 1-benzyl-6-chloropyridin